OCCOC1=C(C=NC=C1)NC1=C(C(NC=C1)=O)C(=O)NC1=CC=C(C=C1)N1CCN(CC1)C 4-((4-(2-Hydroxyethoxy)pyridin-3-yl)amino)-N-(4-(4-methylpiperazin-1-yl)phenyl)-2-oxo-1,2-dihydropyridine-3-carboxamide